1-[4-(aminocarbonyl)-2-methylphenyl]-5-[4-(1H-imidazol-1-yl)phenyl]-1H-pyrrole-2-propanoic acid NC(=O)C1=CC(=C(C=C1)N1C(=CC=C1C1=CC=C(C=C1)N1C=NC=C1)CCC(=O)O)C